ethyl 3-pyrazolo[1,5-a]pyrazin-6-ylprop-2-enoate N1=CC=C2N1C=C(N=C2)C=CC(=O)OCC